BrC1=CC2=C(C(=N1)NC=1C(=CC(=C(C(=O)NC(C)C)C1)C)F)N(C=N2)CC 5-((6-bromo-3-ethyl-3H-imidazo[4,5-c]pyridin-4-yl)amino)-4-fluoro-N-isopropyl-2-methylbenzamide